3-[(1R)-1-aminobut-3-en-1-yl]pyridin-2-amine hydrochloride Cl.N[C@H](CC=C)C=1C(=NC=CC1)N